O=C1CC[C@H](N1)C(=O)OC(C)OC(N(C)[C@]1(C(CCCC1)=O)C1=C(C=CC=C1)Cl)=O 1-((((S)-1-(2-chlorophenyl)-2-oxocyclohexyl)(methyl)carbamoyl)oxy)ethyl (2S)-5-oxopyrrolidine-2-carboxylate